4-((5-(3,4-difluorophenyl)pyridin-3-yl)oxy)-2-((1-(methylsulfonyl)piperidin-4-yl)methoxy)benzonitrile FC=1C=C(C=CC1F)C=1C=C(C=NC1)OC1=CC(=C(C#N)C=C1)OCC1CCN(CC1)S(=O)(=O)C